1-(7-bromoimidazolo[1,2-a]pyridin-3-yl)pyrimidine-2,4(1H,3H)-dione BrC1=CC=2N(C=C1)C(=CN2)N2C(NC(C=C2)=O)=O